ClC1=C(C=C(C(=O)N2CC=3NC(N(C(C3C[C@H]2C)=O)C=2N(C(=CN2)C(=O)OCC)C)=S)C=C1)C(F)(F)F (R)-ethyl 2-(7-(4-chloro-3-(trifluoromethyl) benzoyl)-6-methyl-4-oxo-2-thioxo-1,2,5,6,7,8-hexahydropyrido[3,4-d]pyrimidin-3(4H)-yl)-1-methyl-1H-imidazole-5-carboxylate